ClC=1C(=NC(=CC1)C=1C=NN2C1C=CC=C2)C2CN(CCC2)C(=O)OC(C)(C)C tert-butyl 3-(3-chloro-6-(pyrazolo[1,5-a]pyridin-3-yl)pyridin-2-yl)piperidine-1-carboxylate